C(C)OC(=O)C1(CC(=NO1)C1=C(C=CC(=C1)Br)C#N)C 3-(5-bromo-2-cyano-phenyl)-5-methyl-4H-isoxazole-5-carboxylic acid ethyl ester